methyl(cyclobutylmethyl)(methyl)carbamate COC(N(C)CC1CCC1)=O